C(C)C1=CC(C2=C1C(=C1C=NN(C1=C2)C2OCCCC2)B(O)O)(F)F (5-ethyl-7,7-difluoro-1-(tetrahydro-2H-pyran-2-yl)-1,7-dihydrocyclopenta[f]indazol-4-yl)boronic acid